2,4-dichloro-7-(4-methylpiperazin-1-yl)quinazoline ClC1=NC2=CC(=CC=C2C(=N1)Cl)N1CCN(CC1)C